Methyl azol-1-yl-cyclohexylcarboxylate N1(C=CC=C1)C1(CCCCC1)C(=O)OC